3-(2-hydroxy-prop-2-yl)-5'-methoxy-2H-[1,2'-bipyridin]-2-one OC(C)(C)C=1C(N(C=CC1)C1=NC=C(C=C1)OC)=O